C(C)N1C(=NN(C1=O)C1=C(C=C2C(N(CN(C2=C1)C(C)C)C1=C(C=NC=C1C#N)F)=O)F)CO 4-(7-(4-Ethyl-3-(hydroxymethyl)-5-oxo-4,5-dihydro-1H-1,2,4-triazol-1-yl)-6-fluoro-1-isopropyl-4-oxo-1,4-dihydroquinazolin-3(2H)-yl)-5-fluoronicotinonitrile